O=C1NC(CCC1N1C(N(C2=C1C=CC=C2N2CCC1(CC2)CCN(CC1)CC1CCC(CC1)N1N=C2C=C(C(=CC2=C1)NC(OC(C)(C)C)=O)OC)C)=O)=O tert-butyl N-[2-[4-[[3-[1-(2,6-dioxo-3-piperidyl)-3-methyl-2-oxo-benzimidazol-4-yl]-3,9-diazaspiro[5.5]undecan-9-yl]methyl]cyclohexyl]-6-methoxy-indazol-5-yl]carbamate